6-[4-[3-(5-Fluoro-3-pyridyl)isoxazolidine-2-carbonyl]-1-piperidyl]pyrimidine-4-carboxamide FC=1C=C(C=NC1)C1N(OCC1)C(=O)C1CCN(CC1)C1=CC(=NC=N1)C(=O)N